[N+](=O)([O-])C=1C(=C2C(=NC1)NC=C2)NC2CCC(CC2)CC#N 2-((1R,4R)-4-((5-nitro-1H-pyrrolo[2,3-b]pyridin-4-yl)amino)cyclohexyl)acetonitrile